11-hydroxyandrostendione OC1[C@@H]2[C@]3(CCC(CC3CC[C@H]2[C@@H]2C=CC([C@@]2(C)C1)=O)=O)C